FC1(CCC(CC1)C1=NC=CC(=C1NC(C1=CN=C(C(=C1)F)N1CCOCC1)=O)C1=C(C=CC(=C1)F)F)F N-(2-(4,4-difluorocyclohexyl)-4-(2,5-difluorophenyl)pyridin-3-yl)-5-fluoro-6-morpholinonicotinamide